1,1'-dicarboxy(2,2'-dimethylpropyl)-4,4-diphenylbutadiene C(=O)(O)C(=CC=C(C1(CC=CC=C1)C(=O)O)C1=CC=CC=C1)CC(C)(C)C